ClC=1C=C(C(=O)C(C(C(=O)N[C@@H]([C@H](O)C2=CC3=C(OCCO3)C=C2)CN2CCCC2)(F)F)=C)C=CC1 3-(3-chlorobenzoyl)-N-((1r,2r)-1-(2,3-dihydrobenzo[b][1,4]dioxin-6-yl)-1-hydroxy-3-(pyrrolidin-1-yl)propan-2-yl)-2,2-difluorobut-3-enamide